spiro[fluorene-9,9'-indeno[2,1-b]pyridin] N1=C2C(=CC=C1)C=1C=CC=CC1C21C2=CC=CC=C2C=2C=CC=CC21